NC1=C(C(=C(C(=C1F)F)F)F)S(=O)(=O)NC1=CC(=C(C=C1)OC)F amino-3,4,5,6-tetrafluoro-N-(3-fluoro-4-methoxyphenyl)benzenesulfonamide